ClC=1C=C2C(NC(=NC2=CC1)CN1CC(C2=CC=CC=C12)(C)C)=O 6-chloro-2-[(3,3-dimethylindolin-1-yl)methyl]-3H-quinazolin-4-one